(3,5-xylyl)phosphine lithium lanthanum fluoride [F-].[La+3].[Li+].C1(=CC(=CC(=C1)C)C)P.[F-].[F-].[F-]